O=C1NC(CCC1N1C(C2=CC=C(C=C2C1=O)OCCOCCOCCOCCOCCOC1=NC=C(C=C1C)C=1C=CC=2C3=C(N(C2C1)C)C=CN=C3)=O)=O 2-(2,6-dioxopiperidin-3-yl)-5-((14-((3-methyl-5-(5-methyl-5H-pyrido[4,3-b]indol-7-yl)pyridin-2-yl)oxy)-3,6,9,12-tetraoxatetradecyl)oxy)isoindoline-1,3-dione